ethyl 2-chloro-6-(difluorometh-oxy)nicotinate ClC1=C(C(=O)OCC)C=CC(=N1)OC(F)F